N(=[N+]=[N-])[C@]1([C@H](C[C@@H](O1)N1C(NC(C(=C1)F)=O)=O)O)CI 1-((2R,4S,5S)-5-azido-4-hydroxy-5-(iodomethyl)tetrahydrofuran-2-yl)-5-fluoropyrimidine-2,4(1H,3H)-dione